2-(4-Cyclopropyl-6-methoxypyridin-3-yl)acetaldehyde C1(CC1)C1=C(C=NC(=C1)OC)CC=O